(3aR,5s,6aS)-N-(6-(4,4-difluoropiperidin-1-yl)pyridazin-3-yl)-2-(2,2-dimethyltetrahydro-2H-pyran-4-yl)octahydrocyclopenta[c]pyrrol-5-amine FC1(CCN(CC1)C1=CC=C(N=N1)NC1C[C@@H]2[C@@H](CN(C2)C2CC(OCC2)(C)C)C1)F